(furan-2-ylmethyl)-3-hydroxy-2-(pyridin-2-yl)-2,4,5,7-tetrahydro-6H-pyrazolo[3,4-c]pyridine-6-carboxamide O1C(=CC=C1)CC1C=2C(CN(C1)C(=O)N)=NN(C2O)C2=NC=CC=C2